ClC=1C=C(C=NCCC2=CC=CC=C2)C=CC1 N-(3-chlorobenzylidene)-2-phenylethan-amine